N1CC(CC1)NC1=CC(=NC=C1)NC=1SC2=C(N1)C=CC(=C2)C#N 2-((4-(pyrrolidin-3-ylamino)pyridin-2-yl)-amino)benzo[d]thiazole-6-carbonitrile